3-{4-[2-(3,4-dihydro-2H-1,4-benzoxazin-8-yl)ethynyl]-1-oxo-3H-isoindol-2-yl}piperidine-2,6-dione O1CCNC2=C1C(=CC=C2)C#CC2=C1CN(C(C1=CC=C2)=O)C2C(NC(CC2)=O)=O